C(C)(C)(C)OC(=O)NC(CC(=O)OC)C1=CC=C(C=C1)C1=C(N=CS1)C methyl 3-((tert-butoxycarbonyl)amino)-3-(4-(4-methylthiazol-5-yl)phenyl)propanoate